1-{3-[(1R)-1-{[2-(difluoromethyl)-6-(methylsulfonyl)-8-methylpyrido[3,4-d]pyrimidin-4-yl]amino}ethyl]-2-fluorophenyl}-1,1-difluoro-2-methylpropan-2-ol FC(C=1N=C(C2=C(N1)C(=NC(=C2)S(=O)(=O)C)C)N[C@H](C)C=2C(=C(C=CC2)C(C(C)(O)C)(F)F)F)F